2-(2-fluoro-6-hydroxyphenyl)-2-(6-(4-(4-methylpiperazin-1-yl)phenyl)-4-oxoquinazoline-3(4H)-yl)-N-(thiazol-2-yl)acetamide FC1=C(C(=CC=C1)O)C(C(=O)NC=1SC=CN1)N1C=NC2=CC=C(C=C2C1=O)C1=CC=C(C=C1)N1CCN(CC1)C